4-((4-(((3R,4R)-1-(2-cyanoacetyl)-4-methylpiperidin-3-yl)(methyl)amino)-7H-pyrrolo[2,3-d]pyrimidin-7-yl)methoxy)-2-methyl-N-(pyridin-2-yl)-2H-benzo[e][1,2]thiazine-3-carboxamide C(#N)CC(=O)N1C[C@@H]([C@@H](CC1)C)N(C=1C2=C(N=CN1)N(C=C2)COC2=C(N(SC1=C2C=CC=C1)C)C(=O)NC1=NC=CC=C1)C